tert-butyl 4-[1-(2,6-dioxo-3-piperidyl)-3-isopropyl-2-oxo-benzimidazol-5-yl]-3,3-difluoro-piperidine-1-carboxylate O=C1NC(CCC1N1C(N(C2=C1C=CC(=C2)C2C(CN(CC2)C(=O)OC(C)(C)C)(F)F)C(C)C)=O)=O